(S)-1-(4-fluorophenyl)-N-(2-(methylsulfonyl)ethyl)-N-(3-((2-(methylsulfonyl)ethyl)amino)bicyclo[1.1.1]pentan-1-yl)-3,4-dihydroisoquinoline-2(1H)-carboxamide FC1=CC=C(C=C1)[C@@H]1N(CCC2=CC=CC=C12)C(=O)N(C12CC(C1)(C2)NCCS(=O)(=O)C)CCS(=O)(=O)C